4-(4,4,5,5-tetramethyl-1,3,2-dioxaborolan-2-yl)phenyliodide CC1(OB(OC1(C)C)C1=CC=C(C=C1)I)C